2-(Pyrazin-2-ylmethyl)-5-(trifluoromethyl)imidazo[4,5-b]pyridin N1=C(C=NC=C1)CC=1NC=2C(=NC(=CC2)C(F)(F)F)N1